1-(METHOXYMETHYL)-1H-PYRAZOLE-3-CARBALDEHYDE COCN1N=C(C=C1)C=O